C(C)OC=1C=C2CN(C(C2=C(C1)C)=O)C1C(NC(CC1)=O)=O 3-(5-ethoxy-7-methyl-1-oxoisoindolin-2-yl)piperidine-2,6-dione